C1([C@H](O)[C@@H](O)[C@@H](O)[C@H](O1)CO)S(=O)C1[C@H](O)[C@@H](O)[C@@H](O)[C@H](O1)CO galactopyranosyl sulfoxide